N-(4-((6-amino-5-chloropyrimidin-4-yl)oxy)-3-fluorophenyl)-1-(4-fluorophenyl)-6-methyl-2-oxo-1,2-dihydropyridine-3-carboxamide NC1=C(C(=NC=N1)OC1=C(C=C(C=C1)NC(=O)C=1C(N(C(=CC1)C)C1=CC=C(C=C1)F)=O)F)Cl